C(CCCC\C=C/C\C=C/C\C=C/C\C=C/CC)(=O)N[C@@H](CO)C(=O)O N-stearidonoyl-serine